C(C)(C)(C)N1[C@H](C[C@@H](C1=O)CCN)C 1-(tert-butyl)2-methyl-(2S,4S)-4-(2-aminoethyl)-5-oxopyrrolidine